ClC=1C(N(C(C1Cl)O)CC1=CC=C(C=C1)NC)=O 3,4-Dichloro-5-hydroxy-1-(4-(methylamino)benzyl)-1,5-dihydro-2H-pyrrol-2-one